FC=1C(=C(C=O)C=C(C1)F)C(F)(F)F 3,5-difluoro-2-(trifluoromethyl)benzaldehyde